C(C)SC1=C2CN(C(C2=CC=C1)=O)C1C(NC(CC1)=O)=O 3-(4-(ethylsulfanyl)-1-oxoisoindolin-2-yl)piperidine-2,6-dione